O1CCC(CC1)CC(=O)O (oxan-4-yl)acetic acid